cyclopenta[d][1,3]dioxol-4-one O1COC2=C1C=CC2=O